1-{2-[6-(3-Chloro-4-hydroxy-phenyl)-pyrimidin-4-ylamino]-ethyl}-7-fluoro-4-methoxy-1H-indole-2-carbonitrile ClC=1C=C(C=CC1O)C1=CC(=NC=N1)NCCN1C(=CC2=C(C=CC(=C12)F)OC)C#N